6-(bis(4-Methoxybenzyl)amino)-4-methyl-3-(trifluoromethyl)pyridin COC1=CC=C(CN(C2=CC(=C(C=N2)C(F)(F)F)C)CC2=CC=C(C=C2)OC)C=C1